(17S,20S)-18-[1-(2-chloro-4-fluoro-phenyl)pyrazole-4-carbonyl]-21-oxa-9,12,15,18,28-pentazapentacyclo[20.3.1.16,9.117,20.02,7]octacosa-1(26),2,4,6(28),7,22,24-heptaen-16-one ClC1=C(C=CC(=C1)F)N1N=CC(=C1)C(=O)N1[C@@H]2C(NCCNCCN3C=C4C(C=CC=C4C=4C=CC=C(O[C@H](C1)C2)C4)=N3)=O